(2,5-diazabicyclo[2.2.1]heptan-2-yl)pyrido[3,2-d]pyrimidin-4-amine hydrochloride Cl.C12N(CC(NC1)C2)C=2N=C(C1=C(N2)C=CC=N1)N